OC1=C(C=C(C=C1)NC(C(=C)C)=O)N1N=C2C(=N1)C=CC(=C2)Cl 2-(2'-hydroxy-5'-methacrylamidophenyl)-5-chlorobenzo-triazole